C1(CC1)S(=O)(=O)N1CCC(=CC1)C=1C=NC=C(C1)C=1C=C2C=CC(N(C2=CC1)C)=O 6-(1'-(cyclopropylsulfonyl)-1',2',3',6'-tetrahydro-[3,4'-bipyridine]-5-yl)-1-methylquinolin-2(1H)-one